3,4-dimethylthioquinoline CSC=1C=NC2=CC=CC=C2C1SC